N1(CCCC1)CCCOC1=CC=C(C=C1)C=1N(C2=CC=CC=C2C(C1OC)=O)C 2-(4-(3-(pyrrolidin-1-yl)propoxy)phenyl)-3-methoxy-1-methylquinolin-4(1H)-one